[4-[4-(trifluoromethyl)-1H-imidazol-2-yl]phenyl]methanol FC(C=1N=C(NC1)C1=CC=C(C=C1)CO)(F)F